C(C)(C)(C)OC(=O)N1CCNCC1.CC1CN(CCN1C1=CC=CC=C1)C(=O)C1=CC=C(C=C1)OC1=CC=CC=C1 (3-methyl-4-phenylpiperazin-1-yl)(4-phenoxyphenyl)methanone tert-butyl-piperazine-1-carboxylate